Cl.N1=CC=C(C=C1)B(O)O 4-pyridineboronic acid hydrochloride